O=C1NC(CCC1C1=NN(C2=CC(=CC=C12)NC[C@@H]1N(CCC1)C(=O)OC(C)(C)C)C)=O tert-butyl (2R)-2-(((3-(2,6-dioxopiperidin-3-yl)-1-methyl-1H-indazol-6-yl)amino)methyl)pyrrolidine-1-carboxylate